S1C(=NC2=C1C=CC=C2)NC(=NC(=O)NC2=C(C=CC=C2)Cl)N N-benzo[d]thiazol-2-yl-N''-(2-chloroaniline-carbonyl)-guanidine